N-[(1R)-1-[3-(1,3-Dimethylpyrazol-4-yl)phenyl]ethyl]-2-methyl-5-(4-methylpiperazin-1-yl)benzamide CN1N=C(C(=C1)C=1C=C(C=CC1)[C@@H](C)NC(C1=C(C=CC(=C1)N1CCN(CC1)C)C)=O)C